C(C)(C)(C)OCCC=CCO 5-(tert-butoxy)-2-penten-1-ol